FC(C(=O)O)(F)F.OC(C)(C)C1=CC=C(C(=O)N)C=C1 4-(2-hydroxypropan-2-yl)benzamide trifluoroacetate